((5-fluoro-2-(5-fluoro-1-(2-fluorobenzyl)-1H-pyrazolo[3,4-b]pyridin-3-yl)pyrimidin-4-yl)oxy)ethanol FC=1C(=NC(=NC1)C1=NN(C2=NC=C(C=C21)F)CC2=C(C=CC=C2)F)OC(C)O